C(C)N(CCNC(C)=O)C1=CC(=CC=C1)C N-ethyl-N-(3-methylphenyl)-N'-acetylethylenediamine